[Sn].C(CS)(=O)OC.C(CS)(=O)OC dimethyl dithioglycolate tin